tert-butyl (7-(benzyloxy)-6-(1,1-dioxido-4-oxo-1,2,5-thiadiazolidin-2-yl)-5-fluoronaphthalen-2-yl)carbamate C(C1=CC=CC=C1)OC1=C(C(=C2C=CC(=CC2=C1)NC(OC(C)(C)C)=O)F)N1S(NC(C1)=O)(=O)=O